C(C)(=O)C1=C(N(C2=C(C=CC(=C2C1=O)Cl)Br)S(=O)(=O)C(F)(F)F)S(=O)C 3-acetyl-8-bromo-5-chloro-2-(methylsulfinyl)-1-((trifluoromethyl)sulfonyl)quinolin-4(1H)-one